COCCN(C=1N=C(C=2N=C(N=C(C2N1)N1CCC(CC1)OC)N(CCO)CCO)NCC1=CC(=CC=C1)F)CCOC 2,2'-((6-(bis(2-methoxyethyl)amino)-8-((3-fluorobenzyl)amino)-4-(4-methoxypiperidin-1-yl)pyrimido[5,4-d]pyrimidin-2-yl)azanediyl)bis(ethan-1-ol)